N-(methyl(oxo)(trifluoromethyl)-λ6-sulfaneylidene)-4-((5-(trifluoromethyl)-1,2,4-oxadiazol-3-yl)methyl)benzamide CS(=NC(C1=CC=C(C=C1)CC1=NOC(=N1)C(F)(F)F)=O)(C(F)(F)F)=O